6-tert-butoxy-2-phenyl-tetralin C(C)(C)(C)OC=1C=C2CCC(CC2=CC1)C1=CC=CC=C1